(3-{[2-(4-chlorophenyl)imidazo[1,2-a]pyridin-3-yl]methyl}-3,6-diazabicyclo[3.1.1]hept-6-yl)(cyclohexyl)methanone ClC1=CC=C(C=C1)C=1N=C2N(C=CC=C2)C1CN1CC2N(C(C1)C2)C(=O)C2CCCCC2